3,4-dihydroxy-N-methyltetrahydrofuran-2-carboxamide OC1C(OCC1O)C(=O)NC